bis[(2-pyridyl)phenyl]ruthenium (III) hexafluorophosphate F[P-](F)(F)(F)(F)F.N1=C(C=CC=C1)C1=C(C=CC=C1)[Ru+]C1=C(C=CC=C1)C1=NC=CC=C1